1-[(3aR,6aS)-octahydrocyclopenta[c]pyrrol-4-yloxy]-7-(propan-2-yloxy)isoquinoline-6-carboxamide C1NC[C@H]2[C@@H]1CCC2OC2=NC=CC1=CC(=C(C=C21)OC(C)C)C(=O)N